6-(cyclobutylamino)-4-(((1R,3R,4R)-3-hydroxy-4-methylcyclohexyl)amino)nicotinamide C1(CCC1)NC1=NC=C(C(=O)N)C(=C1)N[C@H]1C[C@H]([C@@H](CC1)C)O